C(CN(P(O)(O)=O)P(O)(O)=O)N(P(O)(O)=O)P(O)(O)=O ethylenediaminetetraphosphonic acid